(4-amino-3,5-difluorophenyl)(8-(4-chloro-1,6-dimethyl-1H-benzo[d]imidazol-5-yl)indolizin-3-yl)methanone NC1=C(C=C(C=C1F)C(=O)C1=CC=C2C(=CC=CN12)C1=C(C2=C(N(C=N2)C)C=C1C)Cl)F